3-[4-(thiophen-3-yl)-1H-1,2,3-triazol-1-yl]piperidine-2,6-dione S1C=C(C=C1)C=1N=NN(C1)C1C(NC(CC1)=O)=O